(R)-(4-(difluoromethyl)-2-(1-hydroxycyclopropyl)oxazol-5-yl)(4-(4-(trifluoromethyl)pyrazolo[1,5-a]pyridin-2-yl)-6,7-dihydro-1H-imidazo[4,5-c]pyridin-5(4H)-yl)methanone FC(C=1N=C(OC1C(=O)N1[C@H](C2=C(CC1)NC=N2)C2=NN1C(C(=CC=C1)C(F)(F)F)=C2)C2(CC2)O)F